C(C)(C)[N+]1=CNC=C1 3-isopropyl-1H-imidazol-3-ium